The molecule is a C-nitro compound that is nitrobenzene in which the hydrogen at position 4 is replaced by a chloromethyl group. It has a role as a mutagen. It is a C-nitro compound and a member of benzyl chlorides. C1=CC(=CC=C1CCl)[N+](=O)[O-]